6-bromo-N'-(2-chloro-5-fluoro-phenyl)-4-[[(1R,5S)-8-(2-cyanoethyl)-8-azabicyclo[3.2.1]octan-3-yl]amino]pyrrolo[1,2-b]pyridazine-3-carboxamidine BrC=1C=C2N(N=CC(=C2NC2C[C@H]3CC[C@@H](C2)N3CCC#N)C(=NC3=C(C=CC(=C3)F)Cl)N)C1